OCCONC(CCCC)=O pentanoic acid (2-hydroxy-ethoxy)-amide